2-[3-[6-cyano-5-(trifluoromethyl)pyridin-3-yl]-5,5-dimethyl-4-oxo-2-thioxo-imidazolidin-1-yl]acetic acid C(#N)C1=C(C=C(C=N1)N1C(N(C(C1=O)(C)C)CC(=O)O)=S)C(F)(F)F